C1(CC1)C(CNC1=NN2C(C=N1)=C(C=C2)C=2C=C(C1=C(N(C(=N1)C)C(C)C)C2)F)(F)F N-(2-cyclopropyl-2,2-difluoroethyl)-5-(4-fluoro-1-isopropyl-2-methyl-1H-benzo[d]imidazol-6-yl)pyrrolo[2,1-f][1,2,4]triazin-2-amine